N-(3-(difluoromethyl)-1-(1-(4-((2,6-dioxopiperidin-3-yl)amino)benzyl)piperidin-4-yl)-1H-pyrazol-4-yl)-2-(2-((2,2,2-trifluoroethyl)amino)pyridin-4-yl)oxazole-4-carboxamide FC(C1=NN(C=C1NC(=O)C=1N=C(OC1)C1=CC(=NC=C1)NCC(F)(F)F)C1CCN(CC1)CC1=CC=C(C=C1)NC1C(NC(CC1)=O)=O)F